3-Amino-4-(2-chloro-5-fluorophenyl)-1-methyl-4,5-dihydropyrrole NC1=CN(CC1C1=C(C=CC(=C1)F)Cl)C